C[C@@H]1N=C(OC1)C1=NC2=CC=CC=C2N=C1 (S)-4-methyl-2-(quinoxalin-2-yl)-4,5-dihydro-oxazole